p-chlorobenzyl carbamate 2,4-dichlorobenzyl-carbamate ClC1=C(CNC(O)=O)C=CC(=C1)Cl.C(N)(OCC1=CC=C(C=C1)Cl)=O